FC(ONC1=CC=CC(=C1)N1CCN(CC1)C)F (difluoromethoxy)-5-(4-methylpiperazin-1-yl)aniline